7-[1-[4-(trifluoromethoxy)benzoyl]-4-piperidyl]-3H-imidazo[4,5-b]pyridin FC(OC1=CC=C(C(=O)N2CCC(CC2)C2=C3C(=NC=C2)NC=N3)C=C1)(F)F